ClC1=C(C=CC=C1)C1=CC(=NC(=C1)C1=NC=CC=C1)C1=NC=CC=C1 4'-(2-chlorophenyl)-2,2':6',2''-terpyridine